C(=O)(O)[Mn](C(=O)O)C(=O)O tricarboxymanganese